FC1(C2(CC1(C2)N2N=C1N(C2=O)[C@@H](CC1)C1=CC=CC=C1)C#N)F 2,2-difluoro-3-[(5S)-3-oxo-5-phenyl-6,7-dihydro-3H-pyrrolo[2,1-c][1,2,4]triazol-2(5H)-yl]bicyclo[1.1.1]pentane-1-carbonitrile